N[C@H]1C[C@H](NC1)C(=O)O (2S,4S)-4-amino-pyrrolidine-2-carboxylic acid